Erbium oxide [O-2].[Er+3].[O-2].[O-2].[Er+3]